1,4-bis(p-tolylsulfonyl)-1,4-diazepan-6-one C1(=CC=C(C=C1)S(=O)(=O)N1CCN(CC(C1)=O)S(=O)(=O)C1=CC=C(C=C1)C)C